3'',5,5''-tris(1,1-dimethylethyl)-5'-octyl[1,1':3',1''-terphenyl] CC(C)(C)C=1C=C(C=C(C1)C(C)(C)C)C=1C=C(C=C(C1)CCCCC(CCC)C(C)(C)C)C1=CC=CC=C1